2-[(2,4-dichloro-7-fluoro-pyrrolo[3,2-d]pyrimidin-5-yl)methoxy]ethyl-trimethyl-silane ClC=1N=C(C2=C(N1)C(=CN2COCC[Si](C)(C)C)F)Cl